C(C)(C)(C)OC(=O)N1C[C@@H](N(CC1)CC1=CC=CC=C1)CF (R)-4-benzyl-3-(fluoromethyl)piperazine-1-carboxylic acid tert-butyl ester